C[C@@H]1CN=C2N1C1=CC=C(C=C1C(N2CC=2C=NN(C2)C)=O)S(=O)(=O)Cl (1R)-1-methyl-4-[(1-methylpyrazol-4-yl)methyl]-5-oxo-1H,2H-imidazo[1,2-a]quinazoline-7-sulfonyl chloride